CCC(CC1=CC=CC=C1)(C(=O)C2=CC=C(C=C2)N3CCOCC3)N(C)C 2-benzyl-2-N,N-dimethylamino-1-(4-morpholinophenyl)-1-butanone